C(C(C)C)C1(C(C2(C(=C(C1(CC2)C)C)C)C)(C(=O)O)CC(C)C)C(=O)O diisobutyl-1,4,5,6-tetramethyl-bicyclo[2.2.2]oct-5-ene-2,3-dicarboxylic acid